FC(C1=NC=CC(=C1)C1=NOC(=N1)C(C)NC(C)=O)(F)F N-(1-(3-(2-(trifluoromethyl)pyridin-4-yl)-1,2,4-oxadiazol-5-yl)ethyl)acetamide